2-[(2E)-2-(aminomethyl)-3-fluoroprop-2-en-1-yl]-4-({5-[3-(piperazin-1-yl)phenyl]thiophen-2-yl}methyl)-2,4-dihydro-3H-1,2,4-triazol-3-one hydrochloride Cl.NC/C(/CN1N=CN(C1=O)CC=1SC(=CC1)C1=CC(=CC=C1)N1CCNCC1)=C\F